cis-3-ethoxy-N-(3-(5-fluoropyridin-3-yl)-4-methylphenyl)-6-azabicyclo[3.1.1]heptane-6-carboxamide C(C)OC1CC2N(C(C1)C2)C(=O)NC2=CC(=C(C=C2)C)C=2C=NC=C(C2)F